CNS(=O)(=O)C1=CC=CC=2CC=CCC12 N-methyl-5,8-dihydronaphthalene-1-sulfonamide